ClC1=C(C=CC=C1)N1C=2N(C3=C(C1=O)C=NC(=N3)NC3=CC(=C(C=C3)OCCCN(CC)CC)F)C=CN2 6-(2-chlorophenyl)-2-({4-[3-(diethylamino)propoxy]-3-fluorophenyl}amino)imidazo[1,2-a]pyrimido[5,4-e]pyrimidin-5(6H)-one